[Si](C)(C)(C(C)(C)C)N=S(=O)(N)C=1C=NN2C1OCC(C2)(C)C N'-(tert-butyldimethylsilyl)-6,6-dimethyl-6,7-dihydro-5H-pyrazolo[5,1-b][1,3]oxazine-3-sulfonimidamide